N-(2-{4-[(4-{[2-Amino-4-(pentylamino)-5H-pyrrolo[3,2-d]pyrimidin-5-yl]methyl}-3-methoxyphenyl)methyl]piperazin-1-yl}ethyl)-2-(cyclooct-2-yn-1-yloxy)acetamide NC=1N=C(C2=C(N1)C=CN2CC2=C(C=C(C=C2)CN2CCN(CC2)CCNC(COC2C#CCCCCC2)=O)OC)NCCCCC